(5-amino-2-(4-(((3R,3aR,6R,6aR)-6-methoxyhexahydrofuro[3,2-b]furan-3-yl)oxy)phenyl)-6-oxopyrimidin-1(6H)-yl)acetic acid NC1=CN=C(N(C1=O)CC(=O)O)C1=CC=C(C=C1)O[C@H]1[C@@H]2[C@H](OC1)[C@@H](CO2)OC